6-Hydroxy-7-(6-(methyl(2,2,6,6-tetramethylpiperidin-4-yl)amino)pyridazin-3-yl)chinolin OC=1C=C2C=CC=NC2=CC1C=1N=NC(=CC1)N(C1CC(NC(C1)(C)C)(C)C)C